ClC1=CC=2[C@](C3=CC=CC=C3C2C=C1)(C(=O)N1[C@@H]2CC([C@H]([C@H]1C(=O)N[C@H](C[C@H]1C(NCCC1)=O)C#N)CC2)(F)F)O (1S,3S,4S)-2-((R)-2-chloro-9-hydroxy-9H-fluorene-9-carbonyl)-N-((R)-1-cyano-2-((S)-2-oxopiperidin-3-yl)ethyl)-5,5-difluoro-2-azabicyclo[2.2.2]octane-3-carboxamide